2-[6-[2-(2-bromoacetyl)phenyl]-6,6-difluoro-hexyl]isoindoline-1,3-dione BrCC(=O)C1=C(C=CC=C1)C(CCCCCN1C(C2=CC=CC=C2C1=O)=O)(F)F